Natrium glycerin OCC(O)CO.[Na]